N-(5-(2,2-bis(methyl-d3)-2,3-dihydro-[1,4]dioxino[2,3-b]pyridin-6-yl)-4-((6-(methylsulfonyl)-4-(tetrahydro-2H-pyran-4-yl)pyridin-2-yl)amino)pyridin-2-yl)acetamide C(C1(OC=2C(=NC(=CC2)C=2C(=CC(=NC2)NC(C)=O)NC2=NC(=CC(=C2)C2CCOCC2)S(=O)(=O)C)OC1)C([2H])([2H])[2H])([2H])([2H])[2H]